ClC1=C(C=C(C=C1)[N+](=O)[O-])C(F)(F)F 2-chloro-5-nitro-trifluoromethyl-benzene